ClC1=C(C=C(C=C1)CO)C1=NC(=NC(=N1)C=1C=NC(=CC1)OCCCCCC)OC {4-chloro-3-[4-(6-hexyloxypyridin-3-yl)-6-methoxy-1,3,5-triazin-2-yl]phenyl}methanol